N-(3-(2-oxo-2-(p-tolyl)ethyl)-4,5,6,7-tetrahydrobenzo[d]thiazol-2(3H)-ylidene)acetamide O=C(CN1C(SC2=C1CCCC2)=NC(C)=O)C2=CC=C(C=C2)C